toluenesulfonyl-semicarbazide C(C1=CC=CC=C1)S(=O)(=O)NNC(=O)N